3-methacryloxypropyl-methyldiethoxysilane C(C(=C)C)(=O)OCCC[Si](OCC)(OCC)C